5-(3,5-dimethyl-4-hydroxyphenyl)oxazole CC=1C=C(C=C(C1O)C)C1=CN=CO1